(4-(isopropylamino)-2-(methylmercapto)pyrimidin-5-yl)methanol C(C)(C)NC1=NC(=NC=C1CO)SC